BrC1=C(OC2CC3C(CN(C3)C)C2)C=CC(=C1)[N+](=O)[O-] 5-(2-bromo-4-nitrophenoxy)-2-methyloctahydrocyclopenta[c]pyrrole